2-methyl-N-(4-(1-(2,2,2-trifluoroethyl)-1H-pyrazol-4-yl)quinolin-8-yl)benzo[d]thiazole-5-carboxamide CC=1SC2=C(N1)C=C(C=C2)C(=O)NC=2C=CC=C1C(=CC=NC21)C=2C=NN(C2)CC(F)(F)F